Ethyl 5-((2-(aminomethyl)thiazol-5-yl)sulfonyl)-[1,1'-biphenyl]-3-carboxylate hydrochloride Cl.NCC=1SC(=CN1)S(=O)(=O)C=1C=C(C=C(C1)C1=CC=CC=C1)C(=O)OCC